2-(3-fluorophenyl)cyclohexan-1-ol FC=1C=C(C=CC1)C1C(CCCC1)O